dibromophenylalanine BrN([C@@H](CC1=CC=CC=C1)C(=O)O)Br